tert-butyl (1R,5S)-1-[2-[6-[[(E)-4-bromobut-2-enoyl]amino]-4-(3-chloro-2-fluoro-anilino)quinazolin-7-yl]ethynyl]-3-azabicyclo[3.1.0]hexane-3-carboxylate BrC/C=C/C(=O)NC=1C=C2C(=NC=NC2=CC1C#C[C@@]12CN(C[C@H]2C1)C(=O)OC(C)(C)C)NC1=C(C(=CC=C1)Cl)F